1-Ethyl-Indole-3-Carboxylic Acid C(C)N1C=C(C2=CC=CC=C12)C(=O)O